C(C)C1=NC2=CC=CC=C2C(=N1)N1CCN(CC1)CCP(O)(O)=O (2-(4-(2-ethylquinazolin-4-yl)piperazin-1-yl)ethyl)phosphonic acid